2-(trifluoromethyl)-5,8-dihydro-6H-pyrano[3,4-b]pyridin-5-ylmethanesulfonate FC(C1=CC=C2C(=N1)COCC2CS(=O)(=O)[O-])(F)F